NC=1N=C(SC1C(C1=CC=C(C=C1)OCC(=O)N1CCC(CC1)CC1=CC=CC=C1)=O)N(C1=CC=C(C=C1)F)C(C(=O)N)C (N-[4-Amino-5-[4-[2-(4-benzyl-1-piperidyl)-2-oxoethoxy]benzoyl]thiazol-2-yl]-4-fluoroanilino)propanamid